tert-Butyl 4-((2-(4-(((6-((2-(2,6-dioxopiperidin-3-yl)-1,3-dioxoisoindolin-4-yl)amino)hexyl)amino)methyl)phenyl)-7-phenylimidazo[1,2-a]pyridin-3-yl)amino)benzoate O=C1NC(CCC1N1C(C2=CC=CC(=C2C1=O)NCCCCCCNCC1=CC=C(C=C1)C=1N=C2N(C=CC(=C2)C2=CC=CC=C2)C1NC1=CC=C(C(=O)OC(C)(C)C)C=C1)=O)=O